NC1=C2N=C(N(C2=NC(=N1)OCCO)CC=1C=C(CP(OC)(O)=O)C=CC1)C(F)(F)F methyl hydrogen (3-((6-amino-2-(2-hydroxyethoxy)-8-(trifluoromethyl)-9H-purin-9-yl)methyl)benzyl)phosphonate